6,7-dihydro-1H-indole-4-carbonitrile N1C=CC=2C(=CCCC12)C#N